(1R)-4-Methoxy-2,3-dihydro-1H-inden-1-amine hydrochloride Cl.COC1=C2CC[C@H](C2=CC=C1)N